CC=1C2=CN(N=C2C2=C(C1)OC(=C2C(F)(F)F)C(=O)OCC)CC2=NC=CC=C2 ethyl 4-methyl-2-[(pyridin-2-yl)methyl]-8-(trifluoromethyl)-2H-furo[2,3-g]indazole-7-carboxylate